F[C@H]1C[C@H](N(C1)C(CN1CCC(CC1)NC1=CC(OC2=CC=CC=C12)=O)=O)C#N (2S,4S)-4-Fluoro-1-[2-[4-[(2-oxochromen-4-yl)amino]-1-piperidyl]acetyl]pyrrolidin-2-carbonitril